3-n-propylcyclohexane-1,2-dicarboxylic acid aluminum [Al].C(CC)C1C(C(CCC1)C(=O)O)C(=O)O